cholestane-3beta-acetamide CC(C)CCC[C@@H](C)[C@H]1CC[C@H]2[C@@H]3CCC4C[C@H](CC[C@]4(C)[C@H]3CC[C@]12C)CC(=O)N